7-(4-(4-(1-oxobenzothien-4-yl)piperazin-1-yl)butoxy)quinolin-2(1H)-one O=S1C=CC2=C1C=CC=C2N2CCN(CC2)CCCCOC2=CC=C1C=CC(NC1=C2)=O